(12R)-20-amino-18-(1-methyl-1H-pyrazol-4-yl)-6-(trifluoromethyl)-22-oxa-3,4,16,21-tetraazatetracyclo[15.3.1.12,5.012,16]docosa-1(21),2,4,17,19-pentaen-6-ol NC1=CC(=C2N3CCC[C@H]3CCCCCC(C3=NN=C(C1=N2)O3)(O)C(F)(F)F)C=3C=NN(C3)C